NC(C(=O)O)CC1=CC(=C(C=C1)NC1=NC=C(C(=N1)NC1CC1)C(F)(F)F)OC[2H] 2-amino-3-(4-((4-(cyclopropylamino)-5-(trifluoromethyl)pyrimidin-2-yl)amino)-3-(deutero-methoxy)phenyl)propanoic acid